N[C@@H](C1=C(C=C(C(=C1)Cl)Cl)O)C1CCN(CC1)C(=O)C=1OC(=NN1)N 2-[(R)-amino[1-(5-amino-1,3,4-oxadiazole-2-carbonyl)piperidin-4-yl]methyl]-4,5-dichlorophenol